COC1=CC=2[C@@]34C([C@H](CC2C=C1N(C(=O)NC)C)N(CC4)C)CCCC3 1-[(1S,9S)-4-methoxy-17-methyl-17-azatetracyclo[7.5.3.01,10.02,7]heptadeca-2(7),3,5-trien-5-yl]-1,3-dimethylurea